CS(=O)(=O)C1=C(C=CC=C1)N1CC(CCC1)C(=O)O 1-[2-(METHYLSULFONYL)PHENYL]PIPERIDINE-3-CARBOXYLIC ACID